2-(4-fluoro-6-bromo-2H-indazol-2-yl)acetate FC=1C2=CN(N=C2C=C(C1)Br)CC(=O)[O-]